[N+](=O)([O-])C1=CC=C(C=C1)N1N=CC2=C1CCOC2 1-(4-Nitrophenyl)-6,7-dihydro-4H-pyrano[4,3-c]pyrazole